3-phosphonopyruvate P(=O)(O)(O)CC(C(=O)[O-])=O